BrC=1C(=NC(=NC1OC)NS(=O)(=O)C1=CNC2=CC(=CC=C12)Cl)OCC N-(5-bromo-4-ethoxy-6-methoxy-pyrimidin-2-yl)-6-chloro-1H-indole-3-sulfonamide